C1(=CC=CC=C1)C1(CC2=C(N=C(S2)N)CC1)NCC1CC1 6-phenyl-N6-(cyclopropylmethyl)-4,5,6,7-tetrahydrobenzothiazole-2,6-diamine